FC1=CC=C(C=C1)C=1C(=NN(C1)C)C=1C=CC=2N(C1)C(=CN2)C=2C=CC(=NC2)NC(OC)=O methyl N-[5-[6-[4-(4-fluorophenyl)-1-methyl-pyrazol-3-yl]imidazo[1,2-a]pyridin-3-yl]-2-pyridyl]carbamate